CC1=C(C=C2C=CC=NC2=C1)CC(=O)N1CCC(CC1)N1C(NC2=C1C(=CC=C2)C(F)(F)F)=O (1-(2-(7-Methylquinolin-6-yl)acetyl)piperidin-4-yl)-7-(trifluoromethyl)-1,3-dihydro-2H-benzo[d]imidazol-2-one